COCOC1=C(C(=CC(=C1)C)C)C1=C2C(=C(N=N1)N[C@H]1CN(CCC1)C)C=NC=C2 1-[2-(methoxymethoxy)-4,6-dimethyl-phenyl]-N-[(3R)-1-methyl-3-piperidyl]pyrido[3,4-d]pyridazin-4-amine